(S)-2-amino-4-((1-hydroxypentan-2-yl)amino)-6-(2-methoxy-4-((4-methylpiperazin-1-yl)methyl)benzyl)pyrido[4,3-d]pyrimidin-5(6H)-one dihydrochloride Cl.Cl.NC=1N=C(C2=C(N1)C=CN(C2=O)CC2=C(C=C(C=C2)CN2CCN(CC2)C)OC)N[C@H](CO)CCC